C(C=CCCCCCCC)(=O)C(O)(C[N+](C)(C)C)CC([O-])=O Decenoyl-Carnitin